CN(/C=C/C(=O)C1CCN(CC1)C(=O)OC(C)(C)C)C (E)-tert-butyl 4-(3-(dimethylamino)acryloyl)piperidine-1-carboxylate